CC(C)C1=C(C(=CC(=C1)C1=NC2=CC=CC=C2C=C1)C(C)C)CC(=O)NS(=O)(=O)C1=CC=C(C=C1)CN(C)C 2-[2,6-bis(propan-2-yl)-4-(quinolin-2-yl)phenyl]-N-{4-[(dimethylamino)methyl]benzene-sulfonyl}acetamide